2-Phenyl-N-[4-(4-trifluoromethyl-phenyl)-[1,2,3]thiadiazol-5-yl]-butyramide C1(=CC=CC=C1)C(C(=O)NC1=C(N=NS1)C1=CC=C(C=C1)C(F)(F)F)CC